NCC1=CC(=C(C(=C1)C)NC(=O)C1=CC2=C(OCCC3=C2SC=C3)C=C1C=1C(=NC(=CC1)C(NCC1=C(C=CC(=C1)Cl)Cl)=O)C(=O)O)C 3-(9-((4-(aminomethyl)-2,6-dimethylphenyl)carbamoyl)-4,5-dihydrobenzo[b]thieno[2,3-d]oxepin-8-yl)-6-((2,5-dichlorobenzyl)carbamoyl)picolinic acid